tert-butyl (2R)-2-[(2-{[(2S,5R)-6-Benzyloxy-7-oxo-1,6-diazabicyclo[3.2.1]oct-2-yl]carbonyl}hydrazinyl)carbonyl]piperidine-1-carboxylate C(C1=CC=CC=C1)ON1[C@@H]2CC[C@H](N(C1=O)C2)C(=O)NNC(=O)[C@@H]2N(CCCC2)C(=O)OC(C)(C)C